C(C1=CC=CC=C1)OC1=C(C(=C(C=O)C=C1F)F)F 4-(benzyloxy)-2,3,5-trifluorobenzaldehyde